CN1C(=NC=C1)CN1C(C(=C(C1=O)C1=CC=C(C=C1)C(F)(F)F)C#CC1=CC=CC=C1)=O 1-((1-methyl-1H-imidazol-2-yl)methyl)-3-(phenylethynyl)-4-(4-(trifluoromethyl)phenyl)-1H-pyrrole-2,5-dione